C(C1=CC=CC=C1)OC(=O)N[C@H](C(=O)[O-])C[C@H]1CNCCC1 (2S)-2-{[(benzyloxy) carbonyl]amino}-3-[(3S)-piperidin-3-yl]propanoate